C(C)(=O)N1[C@@H](C[C@H](C1)F)C(=O)N[C@H](C1=CC=NN1)C1=CC=C(C=C1)C(C)C (2S,4R)-1-acetyl-4-fluoro-N-[(S)-[4-(propan-2-yl)phenyl](1H-pyrazol-5-yl)methyl]pyrrolidine-2-carboxamide